ClC1=NC=2N(C(=C1)N(C(OC(C)(C)C)=O)CC1=CC=C(C=C1)N1C(=NC=C1)C)N=CC2C2CC2 tert-butyl (5-chloro-3-cyclopropylpyrazolo[1,5-a]pyrimidin-7-yl)(4-(2-methyl-1H-imidazol-1-yl)benzyl)carbamate